C12CCCCC(CCCC1)CC2 Bicyclo[4.4.2]dodecane